CN(C1=CC=C(/C=C/C2=[N+](C=3C=CC4=C(C3C2(C)C)C=CC=C4)CCCCS(=O)(=O)[O-])C=C1)C (E)-4-(2-(4-(dimethylamino)styryl)-1,1-dimethyl-1H-benzo[e]indol-3-ium-3-yl)butane-1-sulfonate